methyl 2-bromo-6-(bromomethyl)benzoate BrC1=C(C(=O)OC)C(=CC=C1)CBr